ClC1=CC2=C(N(C(N=C2N2[C@H](CN(CC2)C(=O)[O-])C)=O)C=2C(=NC=CC2C)C(C)C)N=C1C1=C(C=CC(=C1)C(=O)OC)F (S)-4-(6-chloro-7-(2-fluoro-5-(methoxycarbonyl)phenyl)-1-(2-isopropyl-4-methylpyridine-3-yl)-2-oxo-1,2-dihydropyrido[2,3-d]pyrimidin-4-yl)-3-methylpiperazine-1-carboxylate